(6-chloro-1-cyclopropoxy-2,7-naphthyridin-4-yl)-1-methoxypropan-2-ol ClC=1C=C2C(=CN=C(C2=CN1)OC1CC1)C(C(C)O)OC